3-(6-chloro-4-cyclopropyl-1H-imidazo[4,5-c]pyridin-2-yl)-5-{2-[(2H3)methyloxy]phenyl}-1,6-naphthyridin-2(1H)-one ClC1=CC2=C(C(=N1)C1CC1)N=C(N2)C=2C(NC1=CC=NC(=C1C2)C2=C(C=CC=C2)OC([2H])([2H])[2H])=O